tert-butyl 2-(6-(bicyclo[1.1.1]pentan-1-yl)pyridin-3-yl)-8-oxo-2,3,4,5a,6,7,8,9-octahydro-5H-1,2,5,7-tetraazabenzo[cd]azulene-5-carboxylate C12(CC(C1)C2)C2=CC=C(C=N2)N2N=C1CC(NCC3C1=C2CCN3C(=O)OC(C)(C)C)=O